C1OCC12CN(C2)C2=NC=CC(=N2)COC2=CC=C(C=C2)C(C)(C)C2=CC=C(OCC1CC(C1)NC=1C=C3C(N(C(C3=CC1)=O)C1C(NC(CC1)=O)=O)=O)C=C2 5-((3-((4-(2-(4-((2-(2-oxa-6-azaspiro[3.3]heptan-6-yl)pyrimidin-4-yl)methoxy)phenyl)propan-2-yl)phenoxy)methyl)cyclobutyl)amino)-2-(2,6-dioxopiperidin-3-yl)isoindolin-1,3-dione